NCC(=O)NC(CC1=CC=CC=C1)(C)C1=CC=CC=C1 (+)-2-amino-N-[1,2-di(phenyl)propan-2-yl]acetamide